N-(3-(5-chloro-2-(difluoromethoxy)phenyl)-1H-pyrazol-4-yl)isothiazolo[4,3-b]pyridine-3-carboxamide ClC=1C=CC(=C(C1)C1=NNC=C1NC(=O)C=1SN=C2C1N=CC=C2)OC(F)F